1-methoxyundecane COCCCCCCCCCCC